methyl 1-[2-(3-chloro-2-methyl-phenyl)-4,5,6,7-tetrahydropyrazolo[1,5-a]pyridin-4-yl]piperidine-4-carboxylate ClC=1C(=C(C=CC1)C1=NN2C(C(CCC2)N2CCC(CC2)C(=O)OC)=C1)C